(1R,3S)-3-(3-{[(1-methyl-1H-pyrazol-4-yl)acetyl]amino}-1H-pyrazol-5-yl)cyclopentyl[(2R)-4,4,4-trifluorobutan-2-yl]carbamate CN1N=CC(=C1)CC(=O)NC1=NNC(=C1)[C@@H]1C[C@@H](CC1)N(C([O-])=O)[C@H](C)CC(F)(F)F